ClC=1C=C(C=CC1C(F)(F)F)NC(=O)N1C2CCC1CC=1C(=NC=CC12)F N-(3-chloro-4-(trifluoromethyl)phenyl)-1-fluoro-6,7,8,9-tetrahydro-5H-5,8-epiminocyclohepta[c]pyridine-10-carboxamide